BrC1=CC=C(C=C1)C12C(C3=NC=C(C=C3O1)Cl)(C(C(C2C2=CC=CC=C2)C#N)=O)O 5a-(4-bromophenyl)-3-chloro-8a-hydroxy-8-oxo-6-phenyl-5a,7,8,8a-tetrahydro-6H-cyclopenta[4,5]furo[3,2-b]pyridine-7-carbonitrile